N-(3-methoxyphenylethyl)-(3,5-dibenzyloxy-4-methoxyphenyl)acetamide COC=1C=C(C=CC1)CCNC(CC1=CC(=C(C(=C1)OCC1=CC=CC=C1)OC)OCC1=CC=CC=C1)=O